N-{(6R)-2-[4-(2,6-difluorophenyl)-6-methyl-1,2-benzoxazol-3-yl]-7,7-difluoro-3-oxo-2,5,6,7-tetrahydro-3H-pyrrolo[1,2-c]imidazol-6-yl}methanesulfonamide FC1=C(C(=CC=C1)F)C1=CC(=CC2=C1C(=NO2)N2C(N1C(=C2)C([C@@H](C1)NS(=O)(=O)C)(F)F)=O)C